ClC=1C=C(C(=O)O)C=CC1C1(COC1)NC(=O)C=1N(C2=CC(=C(C(=C2C1)Cl)F)OC)C 3-chloro-4-[3-(4-chloro-5-fluoro-6-methoxy-1-methyl-1H-indole-2-amido)oxetan-3-yl]benzoic acid